6-amino-4-((3-chloro-4-((6-ethylpyridin-2-yl)methoxy)phenyl)amino)-7-ethoxyquinoline-3-carbonitrile NC=1C=C2C(=C(C=NC2=CC1OCC)C#N)NC1=CC(=C(C=C1)OCC1=NC(=CC=C1)CC)Cl